3-cyclohexylaminopropyltrimethoxysilane C1(CCCCC1)NCCC[Si](OC)(OC)OC